(3-(1,3-dioxoisoindolin-2-yl)propyl)phosphonic acid diethyl ester C(C)OP(OCC)(=O)CCCN1C(C2=CC=CC=C2C1=O)=O